methyl-d3-lithium C([2H])([2H])([2H])[Li]